3-methyl-4-(1-methylbenzotriazol-5-yl)oxy-aniline CC=1C=C(N)C=CC1OC1=CC2=C(N(N=N2)C)C=C1